CN1C(=NC2=C1C=C(C=C2)C#CC2=CN(C1=C2C(=NC=C1)N=C(C1=CC=CC=C1)C1=CC=CC=C1)[C@H]1C[C@@H](N(C1)C(=O)OC(C)(C)C)COC)C (2R,4S)-tert-butyl 4-(3-((1,2-dimethyl-1H-benzo[d]imidazol-6-yl)ethynyl)-4-((diphenylmethylene)amino)-1H-pyrrolo[3,2-c]pyridin-1-yl)-2-(methoxymethyl)pyrrolidine-1-carboxylate